COC(=O)C1=CC=C2C=C(N(C2=C1)COCC[Si](C)(C)C)B(O)O (6-(methoxycarbonyl)-1-((2-(trimethylsilyl)ethoxy)methyl)-1H-indol-2-yl)boronic acid